7-(4-chlorophenyl)-2-hydroxynaphthalene ClC1=CC=C(C=C1)C1=CC=C2C=CC(=CC2=C1)O